6-{3-azabicyclo[3.1.1]heptan-6-yl}hexan-1-ol hydrochloride Cl.C12CNCC(C1CCCCCCO)C2